((trans)-4-((2-fluoroethyl) amino) cyclohexyl) carbamate C(N)(O[C@@H]1CC[C@H](CC1)NCCF)=O